ClC=1C=NC(=C(C(=O)NC2CCC(CC2)CN2C(N(C3=C2C=CC=C3)C3=CC=2N(C=C3)C=NC2)=O)C1)C(F)(F)F 5-chloro-N-((1r,4r)-4-((3-(imidazo[1,5-a]pyridin-7-yl)-2-oxo-2,3-dihydro-1H-benzo[d]imidazol-1-yl)methyl)cyclohexyl)-2-(trifluoromethyl)nicotinamide